C(#N)C1=NC=CC(=C1)C1=CN=C(O1)C(=O)N1[C@H]2[C@@H](CC1)[C@H](N(C2)C#N)C (3aS,4R,6aS)-1-(5-(2-cyanopyridin-4-yl)oxazole-2-carbonyl)-4-methylhexahydropyrrolo[3,4-b]pyrrole-5(1H)-carbonitrile